COC1=C(C=CC=C1)S(=O)(C)=NC1=C(C=CC=C1)C#CC=1C=CC(=NC1)C(=O)O 5-[2-(2-{[(2-methoxyphenyl)(methyl)oxo-λ6-sulfanylidene]amino}phenyl)ethynyl]pyridine-2-carboxylic acid